ethyl 2-(4-(2-methoxy-4-methylpyridin-3-yl)cyclohexyl)acetate COC1=NC=CC(=C1C1CCC(CC1)CC(=O)OCC)C